(R)-N-(3,3-difluoro-1-(3-methyl-oxetan-3-yl)piperidin-4-yl)-6-fluoro-4-methoxy-5-(quinolin-6-yl)pyrrolo[2,1-f][1,2,4]triazin-2-amine FC1(CN(CC[C@H]1NC1=NN2C(C(=N1)OC)=C(C(=C2)F)C=2C=C1C=CC=NC1=CC2)C2(COC2)C)F